3-bromo-1-cyclopropylpyrazole BrC1=NN(C=C1)C1CC1